7,8,9,10-tetrahydrobenzo[b]naphtho[2,3-d]thiophen-3-amine C1=CC(=CC=2SC3=C(C21)C=C2CCCCC2=C3)N